CN(CCNC(=O)C1=NC2=CC=CC=C2C(N1NC1=CC=C(C=C1)C(F)(F)F)=O)C N-(2-(dimethylamino)ethyl)-4-oxo-3-((4-(trifluoromethyl)phenyl)amino)-3,4-dihydroquinazoline-2-carboxamide